S1B=NC(=C1C#N)C#N 1,3,2-thiazaborole-4,5-dicarbonitrile